C(C)(C)NC(O[C@H]1C[C@H](CC1)C1=NN(C(=C1)NC1=CC=C(C2=C1CN(S2(=O)=O)C(C)(C)C)F)C(C)(C)C)=O (1R,3S)-3-(1-(tert-butyl)-5-((2-(tert-butyl)-7-fluoro-1,1-dioxido-2,3-dihydrobenzo[d]isothiazol-4-yl)amino)-1H-pyrazol-3-yl)cyclopentyl isopropylcarbamate